CC1(NC2=CC=C(C=C2C=C1)C#N)C 2,2-dimethyl-1H-quinoline-6-carbonitrile